C(C)(C)(C)C=1C(=C(C=C(C1)CCC(=O)OCC(CCCC)CC)N1N=C2C(=N1)C=CC=C2)O 2-(3'-tert-butyl-5-[2-(2-ethylhexyloxy)carbonylethyl]-2'-hydroxyphenyl)benzotriazole